((1s,3s)-3-Hydroxy-3-methylcyclobutyl)(6-((6-methoxy-5-(trifluoromethyl)pyridin-2-yl)methyl)-2-azaspiro[3.3]heptan-2-yl)methanone OC1(CC(C1)C(=O)N1CC2(C1)CC(C2)CC2=NC(=C(C=C2)C(F)(F)F)OC)C